Cl.Cl.C[C@@H]1CCC=2N=CN=C(C21)N2CCNCC2 (R)-5-Methyl-4-(piperazin-1-yl)-6,7-dihydro-5H-cyclopenta[d]pyrimidine Dihydrochloride Salt